N1C(=NC2=C1C=CC=C2)N2CCOC1=C(C2)C=CC(=C1)C#N 4-(1H-benzo[d]imidazol-2-yl)-2,3,4,5-tetrahydrobenzo[f][1,4]oxazepine-8-carbonitrile